CC(CC#N)N1C(C=CC1=O)=O 2,5-dihydro-beta-methyl-2,5-dioxo-1H-pyrrole-1-propionitrile